t-pentyliminotris(dimethylamino)tantalum C(C)(C)(CC)N=[Ta](N(C)C)(N(C)C)N(C)C